NCCCN(CCO)C 2-((3-aminopropyl)methylamino)ethanol